NC1=NC(=C2C(=N1)N(N=C2)CCC2=CC=C(C(=O)NO)C=C2)C=2OC(=CC2)C 4-(2-(6-amino-4-(5-methylfuran-2-yl)-1H-pyrazolo[3,4-d]pyrimidin-1-yl)ethyl)-N-hydroxybenzoamide